NC=1C(=NC=C(C1)C(F)F)C(=O)OC methyl 3-amino-5-(difluoromethyl)picolinate